N-((5-chloro-6-mercapto-1-(phenylsulfonyl)-1H-indol-2-yl)methyl)-1-methylcyclopropanecarboxamide ClC=1C=C2C=C(N(C2=CC1S)S(=O)(=O)C1=CC=CC=C1)CNC(=O)C1(CC1)C